ClC1=C2C=C(NC2=CC(=C1)F)C(=O)N(C)C1COCC=2NC(C=3C=C(C(=CC3C21)F)F)=O 4-chloro-N-(8,9-difluoro-6-oxo-1,4,5,6-tetrahydro-2H-pyrano[3,4-c]isoquinolin-1-yl)-6-fluoro-N-methyl-1H-indole-2-carboxamide